2-(((2R,3S,4R,5R)-5-(6-amino-2-chloro-9H-purin-9-yl)-3-ethynyl-3,4-dihydroxytetrahydrofuran-2-yl)methoxy)-2-((2'-carboxy-[1,1'-biphenyl]-4-yl)methyl)propanedioic acid NC1=C2N=CN(C2=NC(=N1)Cl)[C@H]1[C@@H]([C@@]([C@H](O1)COC(C(=O)O)(C(=O)O)CC1=CC=C(C=C1)C1=C(C=CC=C1)C(=O)O)(O)C#C)O